[1-[1-[3-[[(4S)-chroman-4-yl]carbamoyl]phenyl]hex-4-ynyl]-4,4-diethyl-6-oxo-hexahydropyrimidin-2-ylidene]ammonium O1CC[C@@H](C2=CC=CC=C12)NC(=O)C=1C=C(C=CC1)C(CCC#CC)N1C(NC(CC1=O)(CC)CC)=[NH2+]